2-(cyclohexyl-(methyl)amino)ethan-1-ol C1(CCCCC1)N(CCO)C